P(=O)(OCC(COC(CCCCCCCCCCCCC)=O)OC(CCCCC1(N=N1)CCCC1(N=N1)CCCC)=O)(OCC[N+](C)(C)C)[O-] 2-((5-(3-(3-(3-butyl-3H-diazirin-3-yl)propyl)-3H-diazirin-3-yl)pentanoyl)oxy)-3-(tetradecanoyloxy)propyl (2-(trimethylammonio)ethyl) phosphate